diazirine formate C(=O)O.N1N=C1